2-bromo-7-chloro-6-fluoro-5H-isochromeno[3,4-d]thiazole BrC=1SC2=C(N1)OCC=1C(=C(C=CC12)Cl)F